C1=CC=CC=2C3=CC=CC=C3C(C12)COC(=O)N[C@H](C(=O)O)CCC(C)(C)F (S)-2-((((9H-fluoren-9-yl)methoxy)carbonyl)amino)-5-fluoro-5-methylhexanoic acid